(2S)-2-{[5-(cyclobutylmethoxy)-2-methyl-2H-indazol-3-yl]formamido}-3-hydroxypropanamide C1(CCC1)COC1=CC2=C(N(N=C2C=C1)C)C(=O)N[C@H](C(=O)N)CO